Cl.O1CCN(CC1)CCOC=1N=C(C=2CCN(CC2C1C#N)C1=CC=CC2=CC=CC=C12)N1CCNCC1 (2-morpholinoethoxy)-6-(naphthalen-1-yl)-1-(piperazin-1-yl)-5,6,7,8-tetrahydro-2,6-naphthyridine-4-carbonitrile hydrochloride